CN(C(COCC(C)N(C)C)C)C bis-(2-dimethylaminopropyl) ether